1H-indene-2-carboxylate C1C(=CC2=CC=CC=C12)C(=O)[O-]